BrC1=CC(=CC=C1)OCCCl bromo-3-(2-chloroethoxy)benzene